methyl (S)-2-(5,5-difluoro-1-(2-methyl-6-(1-methyl-5-((3-methyl-2-oxo-5-propylpyridin-1(2H)-yl)methyl)-1H-1,2,3-triazol-4-yl)pyridin-3-yl)piperidin-3-yl)acetate FC1(C[C@@H](CN(C1)C=1C(=NC(=CC1)C=1N=NN(C1CN1C(C(=CC(=C1)CCC)C)=O)C)C)CC(=O)OC)F